(4-(4-((1s,3r)-3-(2-hydroxyethyl)cyclobutoxy)phenyl)piperidin-1-yl)-2-(trifluoromethyl)benzonitrile OCCC1CC(C1)OC1=CC=C(C=C1)C1CCN(CC1)C=1C(=C(C#N)C=CC1)C(F)(F)F